O1C[C@H]([C@H]2[C@@H]1OCC2)N\C(=N\[N+](=O)[O-])\NC (E)-1-((3S,3aS,6aR)-hexahydrofuro[2,3-b]furan-3-yl)-3-methyl-2-nitroguanidine